tert-Butyl (2-(2-((1-((4aR,8aS)-3-oxooctahydro-2H-pyrido[4,3-b][1,4]oxazine-6-carbonyl)azetidin-3-yl)methoxy)benzamido)ethyl)carbamate O=C1N[C@H]2[C@@H](OC1)CCN(C2)C(=O)N2CC(C2)COC2=C(C(=O)NCCNC(OC(C)(C)C)=O)C=CC=C2